NC1=NC(=CC(=N1)N1CCC2(C[C@H](NC2)C(=O)O)CC1)O[C@@H](C(F)(F)F)C1=CC=C(C=C1)C1=CC2=C(C=NO2)C=C1 (S)-8-(2-amino-6-((R)-1-(4-(benzo[d]isoxazol-6-yl)phenyl)-2,2,2-trifluoroethoxy)pyrimidin-4-yl)-2,8-diazaspiro[4.5]decane-3-carboxylic acid